BrCC1=C(C(=NN1C1=NC=CC(=C1)CC1=CC(=CC(=C1)C(F)(F)F)F)C)C(=O)N 5-(Bromomethyl)-1-[4-[[3-fluoro-5-(trifluoromethyl)phenyl]methyl]-2-pyridinyl]-3-methyl-pyrazole-4-carboxamide